C1(CCCC1)OC1=CC=C(C=C1)S(=O)(=O)N[C@@H](CN(C)C)C1=CC(=C(C=C1)Cl)Cl (R)-4-(cyclopentyloxy)-N-(1-(3,4-dichlorophenyl)-2-(dimethylamino)ethyl)benzenesulfonamide